6-chloro-3-(((1R)-1-(2-cyano-7-methyl-3-(7,7,9,9-tetrafluoro-3-azabicyclo[3.3.1]nonan-3-yl)quinoxalin-5-yl)ethyl)amino)picolinic acid ClC1=CC=C(C(=N1)C(=O)O)N[C@H](C)C1=C2N=C(C(=NC2=CC(=C1)C)C#N)N1CC2CC(CC(C1)C2(F)F)(F)F